C(C)(C)(C)N1C[C@H]([C@@H](C1)C1=CC=C(C=C1)Cl)C(=O)N1[C@@H](C[C@@H](C1)N(C(C(C)C)=O)C1CCC(CC1)(C)C)C(=O)OC methyl (2S,4S)-1-((3S,4R)-1-(tert-butyl)-4-(4-chlorophenyl)pyrrolidine-3-carbonyl)-4-(N-(4,4-dimethylcyclohexyl)isobutyramido)pyrrolidine-2-carboxylate